(S)- and (R)-3-(3-(2-((4-fluorophenethyl)amino)-2-phenylacetyl)-1H-indol-6-yl)-N,N-dimethylpropanamide FC1=CC=C(CCN[C@H](C(=O)C2=CNC3=CC(=CC=C23)CCC(=O)N(C)C)C2=CC=CC=C2)C=C1 |r|